(6-fluoro-4-phenyl-3,4-dihydroquinoxalin-1(2H)-yl)-3-(pyrrolidin-1-yl)propan-1-one FC=1C=C2N(CCN(C2=CC1)C(CCN1CCCC1)=O)C1=CC=CC=C1